tert-Butyl 6-{2-(2,2,2-trifluoroethyl)-5-(trifluoromethyl)thieno[2,3-b]pyridin-4-yl}-2,6-diazaspiro[3.3]heptane-2-carboxylate FC(CC1=CC=2C(=NC=C(C2N2CC3(CN(C3)C(=O)OC(C)(C)C)C2)C(F)(F)F)S1)(F)F